C12(CC(C1)C2)NC2=NC=C(C(=N2)SC)C#N 2-(bicyclo[1.1.1]pentan-1-ylamino)-4-(methylthio)pyrimidine-5-carbonitrile